C(C)(C)(C)C=1C(=C(C=C(C1)CCC(=O)OC(C)CCCCCC)N1N=C2C(=N1)C=CC(=C2)Cl)O 2-(3'-tert-butyl-5'-(2-octyloxycarbonyl)ethyl-2'-hydroxyphenyl)-5-chlorobenzotriazole